C1=CC=C(C=2OC3=C(C21)C=CC=C3)C3=C(C=CC=C3)C3=C(C=CC(=C3)C)N3C2=CC=CC=C2C=2C=CC=CC32 9-(2'-(dibenzo[b,d]furan-4-yl)-5-methyl-[1,1'-biphenyl]-2-yl)-9H-carbazole